N1C=C(C=C1)C(=O)N1CCN(CC1)C(=O)C=1C=CC(=C(C1)NS(=O)(=O)C1=CC2=CC=CC=C2C=C1)N1CCN(CC1)C(C)C N-(5-(4-(1H-pyrrole-3-carbonyl)piperazine-1-carbonyl)-2-(4-isopropylpiperazin-1-yl)phenyl)naphthalene-2-sulfonamide